N-(5-(6-ethoxy-4-methylpyridin-3-yl)thiazol-2-yl)-2,3,6-trifluorobenzamide C(C)OC1=CC(=C(C=N1)C1=CN=C(S1)NC(C1=C(C(=CC=C1F)F)F)=O)C